6-chloro-3-(((S)-1-(2-((3R,4R)-3,4-difluoropyrrolidin-1-yl)-3,6-dimethyl-4-oxo-3,4-dihydroquinazolin-8-yl)ethyl)amino)picolinic acid ClC1=CC=C(C(=N1)C(=O)O)N[C@@H](C)C=1C=C(C=C2C(N(C(=NC12)N1C[C@H]([C@@H](C1)F)F)C)=O)C